C1=CC=C2C=C(C=CC2=C1)C3=C4C=CC=CC4=CC5=CC=CC=C53 9,10-(2-naphthyl)anthracene